[Ni].S(C1=C(C=CC(=C1)C(C)(C)CC(C)(C)C)O)C1=C(C=CC(=C1)C(C)(C)CC(C)(C)C)O.S(C1=C(C=CC(=C1)C(C)(C)CC(C)(C)C)O)C1=C(C=CC(=C1)C(C)(C)CC(C)(C)C)O bis[2,2'-thiobis(4-tert-octylphenol)] nickel